2-benzyl-2-Dimethylamino-1-(4-dimethylaminophenyl)-butane-1-one C(C1=CC=CC=C1)C(C(=O)C1=CC=C(C=C1)N(C)C)(CC)N(C)C